ClC=1C(=NC(=NC1)N[C@@H]1CC[C@H](CC1)NC(=O)C1CCNCC1)C=1C=C(C=CC1)C1=CC=C(C=C1)F trans-N-(4-((5-chloro-4-(4'-fluoro-[1,1'-biphenyl]-3-yl)pyrimidin-2-yl)amino)cyclohexyl)piperidine-4-carboxamide